N1=CNC=2N=C3N(C(C12)=O)C=CC=N3 Pyrimido[1,2-a]purin-10(3H)-one